[O-2].[Li+].[Fe+2] iron-lithium oxide